FC(OC=1C(=C(N)C=CC1F)F)F 3-(difluoromethoxy)-2,4-difluoroaniline